[Si](C)(C)(C(C)(C)C)OC[C@H](C(F)F)O (R)-3-(tert-butyldimethylsilyloxy)-1,1-difluoropropan-2-ol